5-fluoro-1'-{2-[7-fluoro-1-(3-hydroxy-3-methylcyclobutyl)-2-methyl-1H-1,3-benzimidazol-5-yloxy]ethyl}spiro[indoline-3,4'-piperidin]-2-one FC=1C=C2C(=CC1)NC(C21CCN(CC1)CCOC1=CC2=C(N(C(=N2)C)C2CC(C2)(C)O)C(=C1)F)=O